4-(5-cyano-2-oxo-2,3-dihydro-1H-1,3-benzodiazol-1-yl)-N-(4-iodophenyl)piperidine-1-carboxamide C(#N)C1=CC2=C(N(C(N2)=O)C2CCN(CC2)C(=O)NC2=CC=C(C=C2)I)C=C1